C(C)C1=NN=C2N1C1=C(C(=C(C=C1NC2(C)C)F)CN2CC(CC2)C=2C=NC=CC2)F 1-Ethyl-7,9-difluoro-4,4-dimethyl-8-[(3-pyridin-3-yl-pyrrolidin-1-yl)-methyl]-5H-[1,2,4]triazolo[4,3-a]quinoxaline